1-[4-fluoro-2-(2,2,2-trifluoroethoxy)phenyl]-N-[4-(1-hydroxycyclopropyl)phenyl]-2-oxo-1,2-dihydropyridine-3-carboxamide FC1=CC(=C(C=C1)N1C(C(=CC=C1)C(=O)NC1=CC=C(C=C1)C1(CC1)O)=O)OCC(F)(F)F